N1N=C(C2=CC=CC=C12)C(=O)O\N=C(/N)\C1(CC1)C1=C(C=CC=C1)C (Z)-N'-((1H-indazole-3-carbonyl)oxy)-1-(o-tolyl)cyclopropane-1-carboximidamide